6-chloro-3-(((R)-1-(2-cyano-3-((S)-3-((S)-1-hydroxyethyl)piperidin-1-yl)-7-methylquinoxalin-5-yl)ethyl)amino)picolinic acid ClC1=CC=C(C(=N1)C(=O)O)N[C@H](C)C1=C2N=C(C(=NC2=CC(=C1)C)C#N)N1C[C@H](CCC1)[C@H](C)O